FC=1C=CC2=C(CCO2)C1CNC1=NC=C(C=2N1C=NN2)C=2C=1N(C(=CC2)CN2CCOCC2)N=CN1 N-((5-Fluoro-2,3-dihydrobenzofuran-4-yl)methyl)-8-(5-(morpholinomethyl)-[1,2,4]triazolo[1,5-a]pyridin-8-yl)-[1,2,4]triazolo[4,3-c]pyrimidin-5-amine